C(C)(C)(C)OC(=O)N1CC2(C1)CCN(CC2)C=2C=C1C(N(C(C1=CC2)=O)C2C(NC(CC2)=O)=O)=O.CS(=O)[O-].[Na+] sodium methanesulfinate tert-butyl-7-[2-(2,6-dioxopiperidin-3-yl)-1,3-dioxoisoindol-5-yl]-2,7-diazaspiro[3.5]nonane-2-carboxylate